1-methylcyclobutanecarbaldehyde CC1(CCC1)C=O